OCCNC(C1=CC(=CC=C1)C=1N=CC=2N(C1)C(=CN2)C2=CC(=C(C=C2)O)OC)=O N-(2-hydroxyethyl)-3-[3-(4-hydroxy-3-methoxy-phenyl)imidazo[1,2-a]pyrazin-6-yl]benzamide